3-(4-(ethylsulfonamido)-3-((4-fluorobenzyl)oxy)phenyl)5-((5-(trifluoromethyl)pyrazin-2-yl)amino)-1H-pyrazole-4-carboxamide C(C)S(=O)(=O)NC1=C(C=C(C=C1)C1=NNC(=C1C(=O)N)NC1=NC=C(N=C1)C(F)(F)F)OCC1=CC=C(C=C1)F